[(2S)-1-methoxypropan-2-yl]oxy-6-oxopyran-2-carboxamide COC[C@H](C)OC1=C(OC(C=C1)=O)C(=O)N